N[C@@H]1C2=CC=CC=C2CC12CCN(CC2)C=2N=CC(=NC2CO)C#CC2C(C2)C(=O)N 2-((5-((S)-1-amino-1,3-dihydrospiro[indene-2,4'-piperidin]-1'-yl)-6-(hydroxymethyl)pyrazin-2-yl)ethynyl)cyclopropaneamide